N-(4-(2-chlorophenyl)-6-(4-methoxyphenyl)pyrimidin-2-yl)-2-(pyrrolidin-1-yl)acetamide ClC1=C(C=CC=C1)C1=NC(=NC(=C1)C1=CC=C(C=C1)OC)NC(CN1CCCC1)=O